[1-(methoxymethyl)cyclohexyl]methyl-N7-methyl-1H-imidazo[4,5-b]pyridine-2,7-diamine COCC1(CCCCC1)CN1C(=NC2=NC=CC(=C21)NC)N